2,7-dimethyl-5-(5-piperazin-1-ylindazol-2-yl)indazole CN1N=C2C(=CC(=CC2=C1)N1N=C2C=CC(=CC2=C1)N1CCNCC1)C